Cl.NCC(=O)NC[C@H](O)C1=C(C=CC(=C1)OC)OC |r| (±)-2-amino-N-[2-(2,5-dimethoxyphenyl)-2-hydroxyethyl]acetamide monohydrochloride